(R)-N-(5-(5-ethyl-1,2,4-oxadiazol-3-yl)-2,3-dihydro-1H-inden-1-yl)-3-methylisonicotinamide C(C)C1=NC(=NO1)C=1C=C2CC[C@H](C2=CC1)NC(C1=C(C=NC=C1)C)=O